IC=1C=C(C=C(C1I)I)C(C)=O 3',4',5'-triiodoacetophenone